ethyl 2-(2-((7-bromobenzofuran-5-yl)methoxy)-4-(heptanamidomethyl)phenyl)acetate BrC1=CC(=CC=2C=COC21)COC2=C(C=CC(=C2)CNC(CCCCCC)=O)CC(=O)OCC